2,4,6-triphenyl-pyran perchlorate Cl(=O)(=O)(=O)O.C1(=CC=CC=C1)C1OC(=CC(=C1)C1=CC=CC=C1)C1=CC=CC=C1